3-hydroxy-6-(naphthalen-1-yl)picolinic acid OC=1C(=NC(=CC1)C1=CC=CC2=CC=CC=C12)C(=O)O